COC=1C=C(C=CC1)N[C@H](C)C(=O)N (3-methoxyphenyl)-D-alaninamide